(15R)-5-[2-chloro-5-(2,2,2-trideuterio-1-hydroxy-ethyl)-4-pyridyl]-15-methyl-11-thia-6,14,17-triazatetracyclo[8.8.0.0^2,7.0^12,18]octadeca-1(10),2(7),3,5,8,12(18)-hexaen-13-one ClC1=NC=C(C(=C1)C=1C=CC=2C=3C=4NC[C@H](NC(C4SC3C=CC2N1)=O)C)C(C([2H])([2H])[2H])O